BrC=1C(=CC(=C(C(=O)OC)C1)F)F methyl 5-bromo-2,4-difluorobenzoate